tert-butyl ((S)-4-((3,4-dichlorophenyl)amino)-4-oxo-3-((S)-2-(4-oxo-4-phenylbutanoyl)-1,2,3,4-tetrahydroisoquinoline-3-carboxamido)butyl)carbamate ClC=1C=C(C=CC1Cl)NC([C@H](CCNC(OC(C)(C)C)=O)NC(=O)[C@H]1N(CC2=CC=CC=C2C1)C(CCC(C1=CC=CC=C1)=O)=O)=O